BrC1=C(C(=O)N(C)C)C=C(C=C1)Cl 2-bromo-5-chloro-N,N-dimethylbenzamide